FC1=CC(CN=C1)=O 5-fluoropyridin-3(2H)-one